CNC(=O)C1CNC(O1)=O N-methyl-2-oxo-oxazolidine-5-carboxamide